CC=1C=2C(=NN1)C(CC2)C2=CC=CC=C2 3-methyl-6-phenyl-5,6-dihydrocyclopenta[c]pyrazole